2-{1-[4-(Difluoromethyl)pyridin-2-carbonyl]-1,2,3,4-tetrahydrochinolin-6-yl}-N-(4-fluorophenyl)propanamid FC(C1=CC(=NC=C1)C(=O)N1CCCC2=CC(=CC=C12)C(C(=O)NC1=CC=C(C=C1)F)C)F